tert-butyl (1R)-7-(3-fluorophenoxy)-1-methyl-1-(2-oxo-2-(thiazol-2-ylamino)ethyl)-6-((tetrahydro-2H-pyran-2-yl)methoxy)-3,4-dihydroisoquinoline-2(1H)-carboxylate FC=1C=C(OC2=C(C=C3CCN([C@@](C3=C2)(CC(NC=2SC=CN2)=O)C)C(=O)OC(C)(C)C)OCC2OCCCC2)C=CC1